(R)-3-(dimethylamino)-N-(7-methoxy-4-(1-methyl-3-phenyl-1H-pyrazol-4-yl)quinazolin-6-yl)-2-methylpropanamide CN(C[C@H](C(=O)NC=1C=C2C(=NC=NC2=CC1OC)C=1C(=NN(C1)C)C1=CC=CC=C1)C)C